Racemic-4-bromo-N-(1-(6,7-difluoro-4-oxo-3,4-dihydrophthalazin-1-yl)ethyl)-3-fluoro-N-methylbenzamide BrC1=C(C=C(C(=O)N(C)[C@H](C)C2=NNC(C3=CC(=C(C=C23)F)F)=O)C=C1)F |r|